C(C1=CC=CC=C1)N1C[C@H](OCC2(COC2)C1)COCC1=CC=CC=C1 (S)-9-Benzyl-7-((benzyloxy)methyl)-2,6-dioxa-9-azaspiro[3.6]decane